NC1CC2CC(CC2C1)NC1=NC2=C(C=C(C=C2C=N1)C1=CC(=C(C=C1)NS(=O)(=O)C1=C(C=CC=C1)Cl)F)CC N-(4-(2-(((2s,5s)-5-aminooctahydro-pentalen-2-yl)amino)-8-ethylquinazolin-6-yl)-2-fluorophenyl)-2-chlorobenzene-sulfonamide